Methyl 3-[[2-[1-[(2,3-difluorophenyl)methyl]-5-oxopyrrolidin-2-yl]acetyl]amino]propionat FC1=C(C=CC=C1F)CN1C(CCC1=O)CC(=O)NCCC(=O)OC